C[Sn](SC1SCC1)(SC1SCC1)SC1SCC1 methyltri(thietanylthio)tin